(2S,3S,4R,5R,6S)-6-(2-amino-4-(((ethyl(phenethoxymethyl)carbamoyl)oxy)methyl)phenoxy)-5-hydroxy-2-(methoxycarbonyl)tetrahydro-2H-pyran NC1=C(O[C@H]2[C@@H](CC[C@H](O2)C(=O)OC)O)C=CC(=C1)COC(N(COCCC1=CC=CC=C1)CC)=O